C(N)(=O)C=1C=C(CNC(=O)N2CCC3(NC4=CC=C(C=C4C(C3)=O)F)CC2)C=CC1 N-(3-carbamoylbenzyl)-6'-fluoro-4'-oxo-3',4'-dihydro-1'H-spiro[piperidine-4,2'-quinoline]-1-carboxamide